2-benzyl-7-methyl-2,7-diazaspiro[3.5]nonane-1,6-dione C(C1=CC=CC=C1)N1C(C2(C1)CC(N(CC2)C)=O)=O